5,5-Diphenyl-2-isoxazolin C1(=CC=CC=C1)C1(CC=NO1)C1=CC=CC=C1